5-Bromo-1-(cyanomethyl)-6-fluoro-N-methyl-N-phenylindole-2-carboxamide BrC=1C=C2C=C(N(C2=CC1F)CC#N)C(=O)N(C1=CC=CC=C1)C